(S)-N-(5-(2-(2-aminopyridin-3-yl)-6-methyl-5-(1H-pyrazol-1-yl)-3H-imidazo[4,5-b]pyridin-3-yl)-2,3-dihydro-1H-inden-1-yl)-3-formyl-4-hydroxybenzamide NC1=NC=CC=C1C1=NC=2C(=NC(=C(C2)C)N2N=CC=C2)N1C=1C=C2CC[C@@H](C2=CC1)NC(C1=CC(=C(C=C1)O)C=O)=O